5-tert-butyl-N-[[4-[6-[3-[4-[4-[(2,6-dioxo-3-piperidyl)amino]phenyl]-1-piperidyl]propyl]pyrrolo[2,1-f][1,2,4]triazin-4-yl]-2-methyl-phenyl]methyl]-1,2,4-oxadiazole-3-carboxamide C(C)(C)(C)C1=NC(=NO1)C(=O)NCC1=C(C=C(C=C1)C1=NC=NN2C1=CC(=C2)CCCN2CCC(CC2)C2=CC=C(C=C2)NC2C(NC(CC2)=O)=O)C